Cl.NC[C@H](O)C1=CC=CC=C1 |r| (±)-2-amino-1-phenyl-ethanol hydrochloride